5-chloro-2-((4-oxo-2-thioxo-2,3,4,5-tetrahydro-1H-pyrrolo[3,2-d]pyrimidin-1-yl)methyl)benzonitrile ClC=1C=CC(=C(C#N)C1)CN1C(NC(C2=C1C=CN2)=O)=S